butyl hydroxyethyl peroxide OCCOOCCCC